C(CCCCCCCCC)C1CCC(CC1)CCCCCCCCCC 1,4-didecylcyclohexane